(1R,2R,3aS,10aR)-2-chloro-5-fluoro-1-[(1E,4S)-7,8,8-trifluoro-4-hydroxy-4-methyl-1,7-octadien-1-yl]-2,3,3a,9,10,10a-hexahydro-1H-benzo[b]cyclopenta[f]oxepin-6-carboxylic acid Cl[C@@H]1C[C@H]2[C@H](CCC3=C(O2)C(=C(C=C3)C(=O)O)F)[C@H]1\C=C\C[C@@](CCC(=C(F)F)F)(C)O